C(C=C)[C@]1([C@H](N(CC1)C(=O)OCC1=CC=CC=C1)C(=O)OC)C=O 1-benzyl 2-methyl (2S,3S)-3-allyl-3-formylpyrrolidine-1,2-dicarboxylate